N1=CC=C(C=C1)NC(=O)C1CCCCC1 1-(4-Pyridylcarbamoyl)cyclohexane